(R or S)-1-(benzyloxy)hexane-3-ol C(C1=CC=CC=C1)OCC[C@@H](CCC)O |o1:10|